FC(C(=O)N1CC2=C(CCC1)OC1=C2C=CC=C1)(F)F N-(trifluoroacetyl)-2,3,4,5-tetrahydro-1H-benzofuro[3,2-c]azepine